N-((5-(2-((2-ethylquinazolin-4-yl)thio)acetyl)thiophen-2-yl)methyl)-2-hydroxyacetamide C(C)C1=NC2=CC=CC=C2C(=N1)SCC(=O)C1=CC=C(S1)CNC(CO)=O